FC1([C@@H](O[C@@H]([C@H]1O)CO)N1C(N=C(C=C1)NC(=O)C1=NC(=CC=C1)C)=O)F N-(1-((2R,4R,5R)-3,3-difluoro-4-hydroxy-5-(hydroxymethyl)tetrahydrofuran-2-yl)-2-oxo-1,2-dihydropyrimidin-4-yl)-6-methylpyridinecarboxamide